N[C@@H](C(=O)O)CCCC(=O)O |r| DL-2-Aminoadipic acid